OC1CC(CCC1)NC=1N=NC(=C2C1N=CC=C2)C2=C(C=C(C=C2)C(F)(F)F)O 2-[8-[[3-hydroxycyclohexyl]amino]pyrido[2,3-d]pyridazin-5-yl]-5-(trifluoromethyl)phenol